O1C=NC2=C1C=C(C=C2)\C=C\2/N=C(NC2=O)N[C@@H]2[C@H](CC1=CC=CC=C21)O (4Z)-4-(1,3-Benzoxazol-6-ylmethylene)-2-[[(1S,2S)-2-hydroxyindan-1-yl]amino]-1H-imidazol-5-one